N1(C=NC=C1)CN1C(CC(C1)C1=CC=CC=C1)=O (-)-1-(1H-imidazol-1-ylmethyl)-4-phenylpyrrolidin-2-one